COC=1C(=C(C(=C(C1)OC)O)N1NC(=CC(=N1)C1=C(C(=CC(=C1O)OC)OC)O)C1=C(C(=CC(=C1O)OC)OC)O)O 2,4,6-tris(3,5-dimethoxy-2,6-dihydroxyphenyl)triazine